C(C1=CC=CC=C1)[N+]1=C(N(C(=C1C)C)C)C1=C(C=C(C=C1OC)OC)OC Benzyl-1,4,5-trimethyl-2-(2,4,6-trimethoxyphenyl)imidazolium